COC1=CC=C(OCCCC#CCB2OC(CN(CC(O2)=O)C)=O)C=C1 2-(6-(4-methoxyphenoxy)hex-2-yn-1-yl)-6-methyl-1,3,6,2-dioxazaborocan-4,8-dione